BrC1=CC(=CC=2N(C(N(C21)C)=O)C)OC 4-bromo-6-methoxy-1,3-dimethyl-1,3-dihydro-2H-benzo[d]imidazol-2-one